Methyl 5-((2-(((3-((tert-butoxycarbonyl)((2-chloro-[1,1'-biphenyl]-4-yl)methyl)amino)cyclobutyl)methyl)amino)ethyl)amino)benzo[c][2,6]naphthyridine-8-carboxylate C(C)(C)(C)OC(=O)N(C1CC(C1)CNCCNC1=NC2=C(C3=CN=CC=C13)C=CC(=C2)C(=O)OC)CC2=CC(=C(C=C2)C2=CC=CC=C2)Cl